2-(benzhydryloxy)-N,N-dimethylethan-1-amine C(C1=CC=CC=C1)(C1=CC=CC=C1)OCCN(C)C